C1(CC1)OC=1C=C(C=CC1OC)C=1C=C(C=NC1)C=1CB(OC1)O 4-(5-(3-Cyclopropoxy-4-methoxyphenyl)pyridin-3-yl)-1,2-oxaborol-2-ol